C(#N)C1=CNC2=C(C=CC(=C12)C)NS(=O)(=O)C=1C=NN(C1C)C N-(3-cyano-4-methyl-1H-indol-7-yl)-1,5-dimethyl-pyrazole-4-sulfonamide